7-Hydroxyl-7-deaza-adenine OC1C=NC2=NC=NC(=C12)N